CS(=O)(=O)OCC1=C(C(=NC=C1)F)N1C(NC(CC1)=O)=O (3-(2,4-dioxotetrahydropyrimidin-1(2H)-yl)-2-fluoropyridin-4-yl)methyl methanesulfonate